ClC=1C=C2CCN([C@H](C2=C(C1)Cl)C)C(=O)[C@H]1CN(CCO1)C1=NC(=CN=C1)NCC1=C(C=C(C=C1)OC)OC ((S)-6,8-dichloro-1-methyl-3,4-dihydroisoquinolin-2(1H)-yl)((R)-4-(6-((2,4-dimethoxybenzyl)amino)pyrazin-2-yl)morpholin-2-yl)methanone